4-[N-(1-methoxycarbonyl-2-phenylethyl)sulfamoyl]Benzoic acid COC(=O)C(CC1=CC=CC=C1)NS(=O)(=O)C1=CC=C(C(=O)O)C=C1